2-(2-(2-(2-(6-ethyl-3-sulfamoyl-4,5,6,7-tetrahydro-1H-pyrazolo-[3,4-c]pyridin-1-yl)-2-methylpropoxy)pyridin-4-yl)-4-fluoro-6-isopropylphenyl)acetic acid C(C)N1CC2=C(CC1)C(=NN2C(COC2=NC=CC(=C2)C2=C(C(=CC(=C2)F)C(C)C)CC(=O)O)(C)C)S(N)(=O)=O